(2S,5R)-N-(1-(4-chloro-2-fluorophenyl)cyclobutyl)-5-(hydroxymethyl)morpholine-2-carboxamide ClC1=CC(=C(C=C1)C1(CCC1)NC(=O)[C@@H]1CN[C@@H](CO1)CO)F